C(C)(=O)C=1C=C(C=CC1)C1=CC=C(S1)NC(NC1=CC=C(C=C1)Cl)=O 3-[5-(3-acetylphenyl)thiophen-2-yl]-1-(4-chlorophenyl)urea